di-tert-butyl [3-(3-chlorodibenzo[b,e][1,4]oxazepin-5(11H)-yl)propyl]imidodicarbonate ClC=1C=CC2=C(N(C3=C(OC2)C=CC=C3)CCCN(C(=O)OC(C)(C)C)C(=O)OC(C)(C)C)C1